methyl 3-(4-(benzofuran-3-yl) thiophen-2-yl)-3-oxopropanoate O1C=C(C2=C1C=CC=C2)C=2C=C(SC2)C(CC(=O)OC)=O